Succinimide phenyl-carbonate C1(=CC=CC=C1)OC(O)=O.C1(CCC(N1)=O)=O